2-methacryloyloxyethylphosphorylchloride C(C(=C)C)(=O)OCCP(=O)(Cl)Cl